C[C@@H]1COCCN1C(=O)O.[N+](=O)([O-])C1=CC=CC=C1 4-nitrobenzene (3R)-3-methyl-1,4-oxazinane-4-carboxylate